N[C@@H]([C@@H](C)CC)C(=O)O (+)-isoleucyl alcohol